3-bromo-2-cyanopyridin-5-yl 4,6-di-O-acetyl-3-[4-(4-chlorothiazol-2-yl)-1H-1,2,3-triazol-1-yl]-3-deoxy-2-O-methyl-1-thio-alpha-D-galactopyranoside C(C)(=O)O[C@@H]1[C@@H]([C@H]([C@@H](SC=2C=C(C(=NC2)C#N)Br)O[C@@H]1COC(C)=O)OC)N1N=NC(=C1)C=1SC=C(N1)Cl